BrC1=C(CCC2=NC=3N(C(N(C(C3N2CCNC(OC(C)(C)C)=O)=O)CC#C)=O)CCCCP(=O)(OCC)OCC)C=CC=C1 tert-Butyl (2-(8-(2-bromophenethyl)-3-(4-(diethoxyphosphoryl)butyl)-2,6-dioxo-1-(prop-2-yn-1-yl)-1,2,3,6-tetrahydro-7H-purin-7-yl)ethyl)carbamate